N-(2-formylbenzothien-3-yl)carbamic acid tert-butyl ester C(C)(C)(C)OC(NC1=C(SC2=C1C=CC=C2)C=O)=O